F[C@@H]1CN(CC1F)CC1=CC(=C2CN(C(C2=C1)=O)C1=CC(=CC=C1)[C@@](C(C1=NN=CN1C)(F)F)(C)F)C(F)(F)F 6-(((3R,7S)-3,4-difluoropyrrolidin-1-yl)methyl)-2-(3-((R)-1,1,2-trifluoro-1-(4-methyl-4H-1,2,4-triazol-3-yl)propan-2-yl)phenyl)-4-(trifluoromethyl)isoindolin-1-one